2-(2-methoxyethoxy)ethyl glycidyl ether C(C1CO1)OCCOCCOC